CN(C(=O)C=1C(=NC=CC1)S(N)(=O)=O)C N,N-dimethyl-2-sulfamoylpyridine-3-carboxamide